C(O)CN.N1C(CCC1)=O pyrrolidone ethanolamine salt